CC1=NN(C(C1)=O)C1=CC(=C(C=C1)C)C 3-methyl-1-(3,4-dimethylphenyl)-2-pyrazoline-5-one